FC(C(=O)N[C@@H](CCCCN)C(=O)O)(F)F e-trifluoroacetyl-lysine